[Na+].[Na+].C(CC)(=O)[O-].C(CC)(=O)[O-] Dipropionic acid disodium salt